C1(CC1)C1=C(C(=NO1)C1=C(C=CC=C1Cl)Cl)COC1CCN(CC1)C1=CC=C(C=C1)N1CN(NC=C1)COCC[Si](C)(C)C 4-(4-(4-((5-cyclopropyl-3-(2,6-dichlorophenyl)isoxazol-4-yl)methoxy)piperidin-1-yl)phenyl)-2-((2-(trimethylsilyl)ethoxy)methyl)-1,2,4-triazine